CN(C(=O)NC=1OC=CN1)C1=CC=2OC(C(=CC2S1)C(=O)O)=O 2-(1-methyl-3-(oxazol-2-yl)ureido)-5-oxo-5H-thieno[3,2-b]pyran-6-carboxylic acid